(1-(trifluoromethyl)cyclopropyl)methanone FC(C1(CC1)C=O)(F)F